ClC=1N=CC2=C(N1)C(=C(N=C2N2C[C@H]1[C@@H](CC2)CCN1C(=O)OC(C)(C)C)Cl)F tert-Butyl (3aS,7aR)-6-(2,7-dichloro-8-fluoropyrido[4,3-d]pyrimidin-5-yl)octahydro-1H-pyrrolo[2,3-c]pyridine-1-carboxylate